C1(CC1)N1N=C(C=C1)OCC(F)(F)F 2-cyclopropyl-5-(2,2,2-trifluoroethoxy)pyrazole